FC1=C(C(=CC=C1)OC)C=1C=C2/C(/C(NC2=CC1)=O)=C(\C)/NC1=CC=C(C=C1)N(C(CN1CCN(CC1)C)=O)C (Z)-N-(4-((1-(5-(2-Fluoro-6-methoxyphenyl)-2-oxoindolin-3-ylidene)ethyl)amino)phenyl)-N-methyl-2-(4-methylpiperazin-1-yl)acetamide